C(C)(C)(C)C1=C(C2=C(N=CN=C2OC2(CCCCC2)C(F)(F)F)S1)C1=CC(=C(C=C1)Cl)Cl 6-tert-butyl-5-(3,4-dichlorophenyl)-4-(1-(trifluoromethyl)cyclohexyloxy)thieno[2,3-d]pyrimidine